rac-6-(5-methyl-2-piperidyl)-1H-Quinolin-2-one CC1CCC(NC1)C=1C=C2C=CC(NC2=CC1)=O